2-(6-(2-methylphenylethoxy)-1H-indol-1-yl)ethanol CC1=C(C=CC=C1)CCOC1=CC=C2C=CN(C2=C1)CCO